FC1=CC=C(C=C1)C1=NOC2=C1C=CC(=C2)N2C(CCC2=O)C2=CC=CC=C2 trans-1-(3-(4-fluorophenyl)benzo[d]isoxazol-6-yl)-5-oxo-2-phenylpyrrolidin